methyl (S)-2-(4-cyanopyridin-2-yl)isothiazolidine-3-carboxylate 1,1-dioxide C(#N)C1=CC(=NC=C1)N1S(CC[C@H]1C(=O)OC)(=O)=O